Ethyl 5-(chloromethyl)-4H-1,2,4-triazole-3-carboxylate ClCC=1NC(=NN1)C(=O)OCC